tert-butyl (R)-4-(1-((benzyloxy)carbonyl)azetidin-3-yl)-3-(fluoromethyl)piperazine-1-carboxylate C(C1=CC=CC=C1)OC(=O)N1CC(C1)N1[C@H](CN(CC1)C(=O)OC(C)(C)C)CF